(2S,4R)-1-((R)-2-(2-naphthoylamino)-3-cyclohexylpropionyl)-N-(4-(2-amino-2-oxoacetyl)tetrahydro-2H-pyran-4-yl)-4-hydroxypyrrolidine-2-carboxamide C1=C(C=CC2=CC=CC=C12)C(=O)N[C@@H](C(=O)N1[C@@H](C[C@H](C1)O)C(=O)NC1(CCOCC1)C(C(=O)N)=O)CC1CCCCC1